bistrifluoromethanesulfonimide [N-](S(=O)(=O)C(F)(F)F)S(=O)(=O)C(F)(F)F